2'-(bis-tert-butylphosphino)-N,N-dimethyl-1,1'-binaphthyl-2-amine C(C)(C)(C)P(C1=C(C2=CC=CC=C2C=C1)C=1C(=CC=C2C=CC=CC12)N(C)C)C(C)(C)C